COC1=CC=C2C=NN(C2=C1NS(=O)(=O)C=1C=NC(=CC1)N1N=NC(=C1)C(F)(F)F)C N-(6-METHOXY-1-METHYL-1H-INDAZOL-7-YL)-6-(4-(TRIFLUOROMETHYL)-1H-1,2,3-TRIAZOL-1-YL)PYRIDINE-3-SULFONAMIDE